FC=1C(=CC(=NC1)OC)C1=CC(=NN1)C(=O)N1C2(CC2)C[C@@H](CC1)C(=O)OC methyl (R)-4-(5-(5-fluoro-2-methoxypyridin-4-yl)-1H-pyrazole-3-carbonyl)-4-azaspiro[2.5]octane-7-carboxylate